methyl 2-((1-(3-fluoropyridin-2-yl)ethyl)(pyrazolo[1,5-a]pyridin-6-ylmethyl)amino)-2-oxoacetate FC=1C(=NC=CC1)C(C)N(C(C(=O)OC)=O)CC=1C=CC=2N(C1)N=CC2